3-(6-(hydroxymethyl)-4-((1-(3,4,5-trimethoxyphenyl)-1H-imidazol-4-yl)amino)thieno[2,3-d]pyrimidin-2-yl)benzaldehyde OCC1=CC2=C(N=C(N=C2NC=2N=CN(C2)C2=CC(=C(C(=C2)OC)OC)OC)C=2C=C(C=O)C=CC2)S1